(1-(5-(3-nitrophenyl)pyrimidin-2-yl)ethyl)carbamic acid tert-butyl ester C(C)(C)(C)OC(NC(C)C1=NC=C(C=N1)C1=CC(=CC=C1)[N+](=O)[O-])=O